FC(C(=O)O)(F)F.NC=1C2=C(N=CN1)N(C1=C2C=2C(C(CC1)O)=C(ON2)C2CC2)C2CC(C2)(F)F 11-amino-3-cyclopropyl-7-(3,3-difluorocyclobutyl)-4,5,6,7-tetrahydroisoxazolo[4'',3'':6',7']cyclohepta[1',2':4,5]pyrrolo[2,3-d]pyrimidin-4-ol 2,2,2-trifluoroacetate